2,3-difluoro-5-methoxyphenyl-boronic acid FC1=C(C=C(C=C1F)OC)B(O)O